2-(2-methyl-4-(4,4,5,5-tetramethyl-1,3,2-dioxaborolan-2-yl)phenyl)acetonitrile CC1=C(C=CC(=C1)B1OC(C(O1)(C)C)(C)C)CC#N